6-(5-chloro-2-fluorophenyl)-3-{[2-(trimethylsilyl)ethyl]sulfanyl}pyridazin-4-amine ClC=1C=CC(=C(C1)C1=CC(=C(N=N1)SCC[Si](C)(C)C)N)F